CC1=C(C=C(C=C1)NC(=O)N1CC(CC1)C(F)(F)F)B(O)O (2-methyl-5-(3-(trifluoromethyl)pyrrolidine-1-carboxamido)phenyl)boronic acid